tert-butyl (2-(2-((2S*,4R*)-2-(aminomethyl)-5-chloro-2-phenyl-2,3-dihydrobenzofuran-4-yl)-3-fluorophenoxy)ethyl)carbamate NC[C@@]1(OC2=C(C1)C(=C(C=C2)Cl)C2=C(OCCNC(OC(C)(C)C)=O)C=CC=C2F)C2=CC=CC=C2 |o1:2|